CN1N=C2C(=NC(=CC2=C1)NC(=O)C=1C=CC(=C2C=CN=NC12)N1CCN(CC1)C(=O)OC(C)(C)C)C tert-butyl 4-[8-({2,7-dimethylpyrazolo[3,4-c]pyridin-5-yl}carbamoyl)cinnolin-5-yl]piperazine-1-carboxylate